hydroxyethyl methacrylate C(C(=C)C)(=O)OCCO